tert-butyl (3aR,5s,6aS)-5-((4-(4-(trifluoromethyl)pyridin-3-yl)thieno[2,3-d]pyridazin-7-yl)amino)hexahydrocyclopenta[c]pyrrole-2(1H)-carboxylate FC(C1=C(C=NC=C1)C1=C2C(=C(N=N1)NC1C[C@@H]3[C@@H](CN(C3)C(=O)OC(C)(C)C)C1)SC=C2)(F)F